CNCCNC N,N'-dimethyl-1,2-ethanediamine